methyl-((S)-1-methyl-pyrrolidin-3-yl)-amine CN[C@@H]1CN(CC1)C